(2R,3S)-5-Acetoxy-2-ethynyl-3-(4-methylbenzoyl)oxy-tetrahydrofuran C(C)(=O)OC1C[C@@H]([C@H](O1)C#C)OC(C1=CC=C(C=C1)C)=O